Allylamine succinic acid salt C(CCC(=O)O)(=O)O.C(C=C)N